N-(1-(4-chlorophenyl)-2,2,2-trifluoroethyl)-N-methylimidazo[1,2-a]pyridine-3-sulfonamide ClC1=CC=C(C=C1)C(C(F)(F)F)N(S(=O)(=O)C1=CN=C2N1C=CC=C2)C